7-methyl-3,4-dihydro-1H-benzo[b]azepine-2,5-dione CC1=CC2=C(NC(CCC2=O)=O)C=C1